N-(3-(2-(3-fluoro-4-(4-methylpiperazin-1-yl)phenylamino)-7H-pyrrolo[2,3-d]pyrimidin-4-yloxy)phenyl)acrylamide tosylate salt S(=O)(=O)(O)C1=CC=C(C)C=C1.FC=1C=C(C=CC1N1CCN(CC1)C)NC=1N=C(C2=C(N1)NC=C2)OC=2C=C(C=CC2)NC(C=C)=O